NC=1C2=C(N=C(N1)C)C=CC(=N2)C=2C=C(C=CC2)C#C[C@@]2(C(N(C[C@H]2C)C)=O)O |o1:24| (3S,4R*)-3-((3-(4-Amino-2-methylpyrido[3,2-d]pyrimidin-6-yl)phenyl)ethynyl)-3-hydroxy-1,4-dimethylpyrrolidin-2-one